C1(CC1)COC1=CC=C(C=N1)NC=1C2=C(N=CN1)C=CC(=N2)N2CC1(CCN1)C2 N-(6-(cyclopropylmethoxy)pyridin-3-yl)-6-(1,6-diazaspiro[3.3]heptan-6-yl)pyrido[3,2-d]pyrimidin-4-amine